[N+](=O)([O-])C1=C(NC2CCN(CC2)C(=O)OC(C)(C)C)C=CC=C1 tert-butyl 4-(2-nitroanilino)piperidine-1-carboxylate